BrC1=CC2=C(N=CN=C2C=2C(=NN(C2)CC(C)(O)C)C2=CC=C(C=C2)F)O1 1-(4-(6-bromofuro[2,3-d]pyrimidin-4-yl)-3-(4-fluorophenyl)-1H-pyrazol-1-yl)-2-methylpropan-2-ol